CS(=O)(=O)OCOS(=O)(=O)C Methylene dimethanesulfonate